(E)-1,2-bis(tributylstannyl)ethene C(CCC)[Sn](\C=C\[Sn](CCCC)(CCCC)CCCC)(CCCC)CCCC